[Si](C)(C)(C(C)(C)C)OC[C@]12CCCN2C\C(\C1)=C/C(=O)N(C)C (S,Z)-2-(7a-(((tert-butyldimethylsilyl)oxy)methyl)tetrahydro-1H-pyrrolizin-2(3H)-ylidene)-N,N-dimethylacetamide